C(CCCCCCCCCCCCCCCCCCCCCCCCCCCCC)(=O)OCCCCCCCCCCCC\C=C/CCCCCCCC erucyl triacontanoate